C1(=CC=CC2=CC=CC=C12)C1=CC=C(C=C1)NC1=CC=CC=C1 N-(4-(naphthalen-1-yl)phenyl)aniline